7'-{[6-(2-chloro-6-fluorophenyl)-5-oxo-5,6-dihydroimidazo[1,2-a]pyrimido[5,4-e]pyrimidin-2-yl]amino}-N-(propan-2-yl)-1'H-spiro[cyclopropane-1,4'-isoquinoline]-2'(3'H)-carboxamide ClC1=C(C(=CC=C1)F)N1C=2N(C3=C(C1=O)C=NC(=N3)NC3=CC=C1C4(CN(CC1=C3)C(=O)NC(C)C)CC4)C=CN2